6-fluoro-2-methyl-pyridin-3-amine FC1=CC=C(C(=N1)C)N